ClN1C(NC2(C3=C(C=CC=C13)OC1=C(C=CC=C1F)C1=NN=NN1)CCCCC2)=O chloro-5'-[6-fluoro-2-(1H-tetrazol-5-yl)phenoxy]-1'H-spiro[cyclohexane-1,4'-quinazoline]-2'(3'H)-one